O1CCN(CC1)C=1C2=C(N=CN1)N(C(=C2)C2=CC=C(C=C2)NC(C2=NC=CC(=C2)CN2CC(CCC2)S(=O)(=O)\C=C\C)=O)COCC[Si](C)(C)C (E)-N-(4-(4-morpholino-7-((2-(trimethylsilyl)ethoxy)methyl)-7H-pyrrolo[2,3-d]pyrimidin-6-yl)phenyl)-4-((3-(prop-1-en-1-ylsulfonyl)piperidin-1-yl)methyl)picolinamide